F[B-](F)(F)F.C1(CCCCC1)P(C1CCCCC1)C1CCCCC1 Tricyclohexylphosphin tetrafluoroborat